NC1=C(C=C(C=C1)CC)N(S(=O)(=O)C)C N-(2-amino-5-ethylphenyl)-N-methylmethanesulfonamide